(S)-4-Methoxy-5-(2,2,2-trifluoro-1-(methoxy-d3)ethyl)pyrazolo[1,5-a]pyridin-3-amine COC=1C=2N(C=CC1[C@@H](C(F)(F)F)OC([2H])([2H])[2H])N=CC2N